NC=1SC[C@H]2[C@@](N1)(CO[C@@H]2C)C=2C=C(C=CC2F)NC(=O)C2=NC=C(N=C2)C(F)F N-[3-((4aS,5R,7aS)-2-amino-5-methyl-4a,5,7,7a-tetrahydro-4H-furo[3,4-d][1,3]thiazin-7a-yl)-4-fluorophenyl]-5-difluoromethyl-pyrazine-2-carboxamide